ClC1=C(C=CC=C1OCOC)\C=C(/F)\C1=CC(=C(C=N1)CO)OC [6-[(Z)-2-[2-chloro-3-(methoxymethoxy)phenyl]-1-fluoro-vinyl]-4-methoxy-3-pyridyl]methanol